(S)-N-cyclohexyl-1-((5-methyl-1H-indazol-7-yl)sulfonyl)azetidine-2-carboxamide C1(CCCCC1)NC(=O)[C@H]1N(CC1)S(=O)(=O)C=1C=C(C=C2C=NNC12)C